2-(4-(((5-fluoro-6-(3-methyl-5-(4-(trifluoromethyl)phenyl)morpholino)pyrimidin-4-yl)amino)methyl)-3-hydroxypiperidin-1-yl)acetamide FC=1C(=NC=NC1N1C(COCC1C1=CC=C(C=C1)C(F)(F)F)C)NCC1C(CN(CC1)CC(=O)N)O